C(C1=CC=CC=C1)C(C(=O)O)(CCCCC(CCCCCC(=O)O)COC(=O)C1CCN(CC1)C)CC1=CC=CC=C1 dibenzyl-7-{[(1-methylpiperidine-4-carbonyl)oxy]methyl}tridecanedioic acid